COC(=O)C=1C=CC2=C(N(C(=N2)C2CC23CCNCC3)CCOC)C1 2-(6-azaspiro[2.5]oct-1-yl)-1-(2-methoxyethyl)-1H-benzimidazole-6-carboxylic acid methyl ester